O1N=C(N=C1)C(=O)O 1,2,4-oxadiazole-3-carboxylic acid